O1C=C(C=C1)CCN furan-3-ethylamine